CC(C#N)CC 2-methylbutanenitrile